FC=1C=C2C(=NN(C2=CC1F)C1OCCCC1)C=1N=CC2=C(N1)C=CC=N2 5,6-difluoro-1-(oxan-2-yl)-3-[pyrido[3,2-d]pyrimidin-2-yl]indazole